ONC(=O)C1=CC2=C(CN(C(CO2)C2=C(C=CC=C2)C)C(=O)C2(CCOCC2)C)C=C1 N-hydroxy-4-(4-methyltetrahydro-2H-pyran-4-carbonyl)-3-(o-tolyl)-2,3,4,5-tetrahydrobenzo[f][1,4]oxazepine-8-carboxamide